C1(CC1)C(C1(CC(C1)=O)C=1C=NC=CC1)B1OC(C(O1)(C)C)(C)C 3-(cyclopropyl(4,4,5,5-tetramethyl-1,3,2-dioxaborolan-2-yl)methyl)-3-(pyridin-3-yl)cyclobutan-1-one